Cl.C(CCCCNC([C@@H](N)CCCCN)=O)NC([C@@H](N)CCCCN)=O N,N'-(1,5-pentylene)bis(L-Lysinamide) HCl salt